(S)-tert-butyl (1-(benzylamino)propan-2-yl)carbamate C(C1=CC=CC=C1)NC[C@H](C)NC(OC(C)(C)C)=O